Terpinyl Acetate (2-(4-methyl-1-cyclohex-3-enyl)propan-2-ylacetate) CC1=CCC(CC1)C(C)(C)CC(=O)O.C(C)(=O)O.C12(C(CCC(C1(C)C)C2)C)C21C(CCC(C2(C)C)C1)(C)C12C(CCC(C1(C)C)C2)C